(4aS,9bS)-(4aS,9bS)-7-(trifluoromethyl)-1,2,3,4,4a,9b-hexahydrobenzofuro[3,2-b]pyridine-2,2-d2 FC(C1=CC2=C(C=C1)[C@@H]1NC(CC[C@@H]1O2)([2H])[2H])(F)F